(R)-N-(1-cyanocyclopropyl)-9-(5-(difluoromethyl)-1,3,4-thiadiazol-2-yl)-4-(3-(methoxymethyl)-4-methylpiperazin-1-yl)-9H-pyrimido[4,5-b]indole-7-sulphonamide C(#N)C1(CC1)NS(=O)(=O)C1=CC=C2C3=C(N(C2=C1)C=1SC(=NN1)C(F)F)N=CN=C3N3C[C@@H](N(CC3)C)COC